C1(=CC=CC=C1)C=1OCC(N1)(C)C 2-phenyl-4,4-dimethyl-2-oxazoline